C1(CC1)C=1N=CN(C1)C=1C=C2C(N(C3(C2=CC1)CC3)C3=NC(=CC=C3)C3=NN=CN3C(C)C)=O 5'-(4-cyclopropyl-1H-imidazol-1-yl)-2'-(6-(4-isopropyl-4H-1,2,4-triazol-3-yl)pyridin-2-yl)spiro[cyclopropane-1,1'-isoindol]-3'-one